C(C1=CC=CC=C1)OC1=CC=C2CCCC3(CCC=4C(=NC(=NC4C3)OC[C@H]3NCCC3)N3[C@H](CN(CC3)C(C3=CC=CC=C3)(C3=CC=CC=C3)C3=CC=CC=C3)CC#N)C2=C1 2-((2S)-1-(7-(benzyloxy)-2'-(((S)-pyrrolidin-2-yl)methoxy)-3,4,5',8'-tetrahydro-2H,6'H-spiro[naphthalene-1,7'-quinazolin]-4'-yl)-4-tritylpiperazin-2-yl)acetonitrile